2-methoxy-4-[[4-(4,4,5,5-tetramethyl-1,3,2-dioxaborolan-2-yl)pyrazol-1-yl]methyl]pyridine COC1=NC=CC(=C1)CN1N=CC(=C1)B1OC(C(O1)(C)C)(C)C